C(C)N1C2=C(NC(C3=C1C=CC=C3)=O)C=C(C=C2)C(=O)O 5-ethyl-11-oxo-10,11-dihydro-5H-dibenzo[b,e][1,4]diazepine-8-carboxylic acid